BrC1=C(C(=CC(=C1)Br)F)NC(C)=S N-(2,4-dibromo-6-fluorophenyl)thioacetamide